tert-butyl (1S,2S,5R)-2-acetyl-3-azabicyclo[3.1.0]hexane-3-carboxylate C(C)(=O)[C@@H]1[C@H]2C[C@H]2CN1C(=O)OC(C)(C)C